C(C(C)(C)C)OB(O)\C=C\C1=CC=CC=C1 (E)-styrylboronic acid neopentyl ester